tert-butyl N-[1-(5-bromo-1,3-benzothiazol-2-yl)-3-bicyclo[1.1.1]pentanyl]carbamate BrC=1C=CC2=C(N=C(S2)C23CC(C2)(C3)NC(OC(C)(C)C)=O)C1